4-{2-[2-(quinoline-3-sulfonamido)phenyl]ethynyl}benzoic acid N1=CC(=CC2=CC=CC=C12)S(=O)(=O)NC1=C(C=CC=C1)C#CC1=CC=C(C(=O)O)C=C1